tert-butyl 2-(3-ethoxy-3-oxopropanoyl)-2,7-diazaspiro[3.5]nonane-7-carboxylate C(C)OC(CC(=O)N1CC2(C1)CCN(CC2)C(=O)OC(C)(C)C)=O